3-(nitromethylene)indoline [N+](=O)([O-])C=C1CNC2=CC=CC=C12